BrC1=NC=CC(=C1OC)CC=1C=NC=C(C1C)[N+](=O)[O-] 2-bromo-3-methoxy-4-[(4-methyl-5-nitro-3-pyridyl)methyl]pyridine